ethyl 4-[[(1S)-2-hydroxy-1-phenyl-ethyl]amino]-2-[(3-isopropyl-2,5-dioxo-3,4-dihydro-1H-1,4-benzodiazepin-7-yl)amino]pyrimidine-5-carboxylate OC[C@H](C1=CC=CC=C1)NC1=NC(=NC=C1C(=O)OCC)NC=1C=CC2=C(C(NC(C(N2)=O)C(C)C)=O)C1